ClC1=NC=C(C=C1S(=O)(=O)NC[C@@H](CC)O)C 2-Chloro-N-[(2R)-2-hydroxybutyl]-5-methylpyridine-3-sulfonamide